4,5-diethoxy-2-(ethoxycarbonyl)-1H-pyrrolo[2,3-f]quinoline-7,9-dicarboxylic acid C(C)OC1=C2C(=C3C(=CC(=NC3=C1OCC)C(=O)O)C(=O)O)NC(=C2)C(=O)OCC